C(C)CC=CCC(CC)C(=O)OC[C@@H]1[C@H](C[C@@H](O1)N1C(=O)N=C(N)N=C1)O 5-aza-2'-deoxycytidine Ethyl-heptane-2-ene-5-carboxylate